3-(2,3-dimethylcyclohexyloxy)-1,2-propanediol CC1C(CCCC1C)OCC(CO)O